(S)-1-(1-acryloylpyrrolidin-3-yl)-4-amino-3-iodo-1,6-dihydro-7H-pyrrolo[2,3-d]pyridazin-7-one C(C=C)(=O)N1C[C@H](CC1)N1C=C(C2=C1C(NN=C2N)=O)I